ClC1=CC=C(C=C1)C1=CC=C(C=C1)C1=C(C2=CC=CC=C2C=C1)N1C2=CC=CC=C2C=2C=CC=CC12 9-(2-(4'-chloro-[1,1'-biphenyl]-4-yl)naphthalen-1-yl)-9H-carbazole